FC1=C(C(=C2C=CN(C2=C1)S(=O)(=O)C1=CC=C(C)C=C1)SC)OC=1C=C(C=CC1)C=1SC=C(N1)CC=1C=C(C=CC1)CCC(=O)OC methyl 3-(3-((2-(3-((6-fluoro-4-(methylthio)-1-tosyl-1H-indol-5-yl)oxy)phenyl)thiazol-4-yl)methyl)phenyl)propanoate